tert-butyl 4-(5-(benzyloxy)-4-methylpyrimidin-2-yl)piperazine-1-carboxylate C(C1=CC=CC=C1)OC=1C(=NC(=NC1)N1CCN(CC1)C(=O)OC(C)(C)C)C